C1(CCCCC1)P(C1(C(=CC=CC1)C1=CC=CC=C1OC(C)C)OC(C)C)C1CCCCC1 2-Dicyclohexylphosphino-2,6'-diisopropoxybiphenyl